ClC1=C(C(=O)P(C2=CC=CC=C2)(C2=CC=CC=C2)=O)C(=CC=C1)Cl 2,6-Dichlorobenzoyldiphenylphosphine oxide